2-isopropyl-6-methyl-aniline tert-butyl-((5-((4'-fluoro-5-(methylsulfonyl)-[1,1'-biphenyl]-3-yl)sulfonyl)thiazol-2-yl)methyl)carbamate C(C)(C)(C)N(C(O)=O)CC=1SC(=CN1)S(=O)(=O)C=1C=C(C=C(C1)S(=O)(=O)C)C1=CC=C(C=C1)F.C(C)(C)C1=C(N)C(=CC=C1)C